ClC1=CC=C(C=C1)[C@@H](C1CC1)C1N(C(C2=CC=C(C=C12)C(=O)N)=O)C1C(NC(CC1)=O)=O ((R)-(4-chlorophenyl)(cyclopropyl)methyl)-2-(2,6-dioxopiperidin-3-yl)-1-oxoisoindoline-5-carboxamide